4-oxobutyl (tert-butoxycarbonyl)-L-valinate C(C)(C)(C)OC(=O)N[C@@H](C(C)C)C(=O)OCCCC=O